CN1N(CCCCC1)CCC(C=CC=C)=C 1-(N'-methyl-N-diazepanyl)-3-methylenehepta-4,6-diene